(S)-N-(1-(2-chloro-3-(2-(dimethylamino)-2-oxoethoxy)phenyl)-1,4,5,7-tetrahydropyrano[3,4-c]pyrazol-4-yl)-5,6,7,8-tetrahydroimidazo[1,5-a]pyridine-1-carboxamide ClC1=C(C=CC=C1OCC(=O)N(C)C)N1N=CC2=C1COC[C@H]2NC(=O)C=2N=CN1C2CCCC1